ClC1=CC=C(C(=O)NC(C)C2=CC=CC=C2)C=C1 4-chloro-N-(1-phenylethyl)benzamide